2,2'-((2-((2-((cyanomethyl)amino)ethyl)(2-(2-oxoimidazolidin-1-yl)ethyl)amino)ethyl)azanediyl)diacetonitrile C(#N)CNCCN(CCN(CC#N)CC#N)CCN1C(NCC1)=O